FC(C1CCC(CC1)NC(=O)C1=NC=CC(=N1)C1=CN=CN1C)F N-((1r,4r)-4-(difluoromethyl)cyclohexyl)-4-(1-methyl-1H-imidazol-5-yl)pyrimidine-2-carboxamide